[2H]C1=C(C=CC=C1)C#C Ethynylbenzene-d1